tert-butyl benzyl(3-(benzyloxy)-1-(bis(4,4,5,5-tetramethyl-1,3,2-dioxaborolan-2-yl)methyl)cyclobutyl)carbamate C(C1=CC=CC=C1)N(C(OC(C)(C)C)=O)C1(CC(C1)OCC1=CC=CC=C1)C(B1OC(C(O1)(C)C)(C)C)B1OC(C(O1)(C)C)(C)C